bis(trifluoromethyl-sulfonyloxy)copper FC(S(=O)(=O)O[Cu]OS(=O)(=O)C(F)(F)F)(F)F